C(C=C)[C@H]1N(CCC1)C1=C(C=C(C(=N1)C=1OC(=NN1)C(CCC=C)(C(F)(F)F)OCC1=CC=CC=C1)NC(OC(C)(C)C)=O)C(F)(F)F tert-butyl N-[6-[(2S)-2-allylpyrrolidin-1-yl]-2-[5-[1-benzyloxy-1-(trifluoromethyl)pent-4-enyl]-1,3,4-oxadiazol-2-yl]-5-(trifluoromethyl)-3-pyridyl]carbamate